CN1N=CC2=CC=C(C=C12)S(=O)(=O)C1=CC=C(C=C1)CNC(=O)C1=CC=2C(=CN=CC2)O1 N-{[4-(1-methyl-1H-indazole-6-sulfonyl)phenyl]methyl}furo[2,3-c]pyridine-2-carboxamide